OC1=C(C(=CC(=C1)C(F)(F)F)C)C=1C=CC=2C(N1)=NN(C2)C21CCC(CC2)(C1)O 4-(6-(2-hydroxy-6-meth-yl-4-(trifluoromethyl)-phenyl)-2H-pyrazolo[3,4-b]pyridin-2-yl)bicyclo[2.2.1]heptan-1-ol